ClC1=CC=C(C=C1)C=1SC(=C(N1)N1NC=C(N1)C#N)CC 2-{(4-chloro-phenyl)-5-ethyl-thiazol-4-yl}-1H-[1,2,3]triazole-4-carbonitrile